(6-methyl-3-(trifluoromethyl)-5,6-dihydroimidazo[1,5-a]pyrazin-7(8H)-yl)methanone CC1N(CC=2N(C1)C(=NC2)C(F)(F)F)C=O